COC(=O)C=1SC(=CC1O)C 3-Hydroxy-5-methylthiophene-2-carboxylic acid methyl ester